ClC1=C(C=CC=C1NC1=NC=CC(=C1F)CNCCO)C1=NC=CC(=C1C)C1=NC(=C(C=C1)CNC[C@@H]1CCC(N1)=O)OC (S)-5-((((2'-(2-chloro-3-((3-fluoro-4-(((2-hydroxyethyl)amino)methyl)pyridin-2-yl)amino)phenyl)-6-methoxy-3'-methyl-[2,4'-bipyridin]-5-yl)methyl)amino)methyl)pyrrolidin-2-one